2-(4,4-dimethyl-1,4-azasilinan-1-yl)-4-((2-hydroxyethyl)sulfonamido)-N-(2-oxo-1-((1S,3S)-3-(trifluoromethyl)cyclopentyl)-1,2-dihydropyridin-3-yl)benzamide C[Si]1(CCN(CC1)C1=C(C(=O)NC=2C(N(C=CC2)[C@@H]2C[C@H](CC2)C(F)(F)F)=O)C=CC(=C1)NS(=O)(=O)CCO)C